COC[C@H](C)NC=1N=CC2=C(N1)NC=C2C2=NC=1N(C=C2)N=CC1 (S)-N-(1-methoxypropan-2-yl)-5-(pyrazolo[1,5-a]pyrimidin-5-yl)-7H-pyrrolo[2,3-d]pyrimidin-2-amine